OCCN(CCO)C 2-[2-hydroxyethyl(methyl)amino]ethanol